m-aminophenylurea hydrochloride Cl.NC=1C=C(C=CC1)NC(=O)N